C1(CCCCC1)C1=C(C(C#N)=CC=C1)C#N cyclohexylphthalonitrile